N1=CC(=CC2=CC=CC=C12)C(=O)O quinoline-3-carboxylic acid